4-[2-cyclopropyl-6-(4-fluoro-6-{[(2-methoxyethyl)amino]methyl}-1-oxo-3H-isoindol-2-yl)pyridin-4-yl]-3-(4-methyl-1,2,4-triazol-3-yl)benzonitrile C1(CC1)C1=NC(=CC(=C1)C1=C(C=C(C#N)C=C1)C1=NN=CN1C)N1C(C2=CC(=CC(=C2C1)F)CNCCOC)=O